17-(((R)-3-acetyl-2,2-dimethylthiazolidine-4-carbonyl)oxy)-l-1-hydroxy-10,13-dimethyl-3-oxo-6,7,8,9,10,11,12,13,14,15,16,17-dodecahydro-3H-cyclopenta[a]phenanthrene-17-carboxylic acid C(C)(=O)N1C(SC[C@H]1C(=O)OC1(CCC2C3CCC4=CC(C=C(C4(C3CCC12C)C)O)=O)C(=O)O)(C)C